IC1=CC(=NC=C1)COC1=C(CN2[C@@H](CCCC2)C(=O)O)C=C(C(=C1)\C=C\C=1C(=C(C=CC1)C1=CC=CC=C1)C)C (S,E)-1-(2-((4-iodo-pyridin-2-yl)methoxy)-5-methyl-4-(2-(2-methyl-[1,1'-Biphenyl]-3-yl)vinyl)benzyl)piperidine-2-carboxylic acid